C1(=C(C(=CC(=C1)C)C)NC1=C(C=C(C=C1C)C)C)C dimesitylamine